Cyclohexyl-(phenyl)methanol C1(CCCCC1)C(O)C1=CC=CC=C1